COC1=C(C=O)C=CC(=C1)C 2-METHOXY-4-METHYLBENZALDEHYDE